selenomethionin N[C@@H](CC[Se]C)C(=O)O